OCC[C@@]12C=CC[C@H]1[C@@H]1CC[C@H]3CC(=O)CC[C@]3(C)[C@H]1CC2 hydroxymethylandrostenone